OC1(CCC(CC1)=O)C1=NC=C(C=C1)N1CCC(CC1)O 4-hydroxy-4-[5-(4-hydroxypiperidin-1-yl)pyridin-2-yl]cyclohexan-1-one